CC=1N=C(OC1C1=CC=C(C=C1)B1OC(C(O1)(C)C)(C)C)CCC(=O)O 3-(4-Methyl-5-(4-(4,4,5,5-tetramethyl-1,3,2-dioxaborolan-2-yl)phenyl)oxazol-2-yl)propanoic acid